C(CSCSCCCCCO)O 3,5-dithia-1,10-decanediol